tert-butyl N-[(3R,5S)-5-(hydroxymethyl)-1-trityl-pyrrolidin-3-yl]carbamate OC[C@@H]1C[C@H](CN1C(C1=CC=CC=C1)(C1=CC=CC=C1)C1=CC=CC=C1)NC(OC(C)(C)C)=O